6-(4-(7-chloro-2-methyl-2H-indazol-5-yl)-2,6-difluorobenzyl)-6,7-dihydro-5H-pyrrolo[3,4-b]pyridin-5-one-7,7-d2 ClC1=CC(=CC2=CN(N=C12)C)C1=CC(=C(CN2C(C3=NC=CC=C3C2=O)([2H])[2H])C(=C1)F)F